C\C=C/CCCC\C=C\CC (2Z-8E)-undeca-2,8-dien